C(CCC)C1C(=NN(C1(C(=O)NCC1=CC=C(C=C1)CN1CCOCC1)C)C1=CC=CC=C1)C1=CC=C(C=C1)F 4-Butyl-3-(4-fluorophenyl)-5-methyl-N-(4-(morpholinomethyl)benzyl)-1-phenyl-4,5-dihydro-1H-pyrazole-5-carboxamide